N1C=C(C2=CC=CC=C12)C[C@@H](C(NC(CC(=O)O)C1=C(C=CC=C1)[N+](=O)[O-])=O)NC([C@@H](NC(CCCCCNC(CN1CCN(CCN(CC1)CC(=O)[O-])CC(=O)[O-])=O)=O)CCC(=O)N)=O 2,2'-(7-((5S,8S)-5-((1H-indol-3-yl)methyl)-8-(3-amino-3-oxopropyl)-1-carboxy-2-(2-nitrophenyl)-4,7,10,17-tetraoxo-3,6,9,16-tetraazaoctadecan-18-yl)-1,4,7-triazonane-1,4-diyl)diacetate